CC1(COCC[C@@H]1NC=1N=NC(=C2C1C=NC=C2)C2=C(C=C(C=C2)C)O)C (S)-2-(4-((3,3-dimethyltetrahydro-2H-pyran-4-yl)amino)pyrido[3,4-d]pyridazin-1-yl)-5-methylphenol